(2S)-2-[[(2S)-4-[6-[bis(2-chloroethyl)amino]-3-methyl-imidazo[4,5-b]pyridin-2-yl]-2-(tert-butoxycarbonylamino)butanoyl]amino]-4-methyl-pentanoic acid ethyl ester C(C)OC([C@H](CC(C)C)NC([C@H](CCC1=NC=2C(=NC=C(C2)N(CCCl)CCCl)N1C)NC(=O)OC(C)(C)C)=O)=O